5-bromo-3-(methoxymethyl)isobenzofuran-1(3H)-one BrC=1C=C2C(OC(C2=CC1)=O)COC